C(CC)NC(O[C@H]1C[C@H](CC1)C=1NN=C(C1)NC(COC1=C(C(=CC(=C1)OC)O)C=O)=O)=O (1R,3S)-3-{5-[2-(2-formyl-3-hydroxy-5-methoxyphenoxy)acetamido]-2H-pyrazol-3-yl}cyclopentyl N-propylcarbamate